ClC1=NC=C(C(=C1)N)C1=CC=C2C(=N1)OC(CO2)(C)C 2-chloro-5-(3,3-dimethyl-2,3-dihydro-[1,4]dioxino[2,3-b]pyridin-6-yl)pyridin-4-amine